CN1N=C(C2=NC(=CC(=C21)C2(CC2)C#N)N2[C@@H](COCC2)C)C2=NNC=C2 (R)-1-(1-methyl-5-(3-methylmorpholinyl)-3-(1H-pyrazol-3-yl)-1H-pyrazolo[4,3-b]pyridin-7-yl)cyclopropanecarbonitrile